tri(n-octyl)phosphine oxide C(CCCCCCC)P(CCCCCCCC)(CCCCCCCC)=O